O[C@](CN1N=CC(=C1)C#N)(C)[C@H]1CCC[C@H]2[C@@H]3CC[C@H]4C[C@](CC[C@@H]4[C@H]3CC[C@]12C)(CCC)O 1-((R)-2-hydroxy-2-((1S,4aS,4bR,6aS,8R,10aS,10bR,12aS)-8-hydroxy-12a-methyl-8-propyloctadecahydrochrysen-1-yl)propyl)-1H-pyrazole-4-carbonitrile